(3E)-7,7-diheptoxy-3-hepten-1-ol C(CCCCCC)OC(CC/C=C/CCO)OCCCCCCC